COCC=1C=CC=2N(C1)N=CC2 6-(methoxymethyl)pyrazolo[1,5-a]pyridine